1-(2-hydroxyethyl)imidazolinone OCCN1C=NC(C1)=O